N[C@@H](CS(=O)(O)=O)C(=O)OC methyl cysteate